3-(5-(2,5-difluorobenzyl)-1H-pyrazolo[3,4-b]pyridin-3-yl)benzoic acid FC1=C(CC=2C=C3C(=NC2)NN=C3C=3C=C(C(=O)O)C=CC3)C=C(C=C1)F